tert-butyl 4-(6-oxo-5-((3-(trifluoromethyl)pyridin-2-yl)methyl)-5,6-dihydropyrido[2,3-b]pyrazin-7-yl)piperidine-1-carboxylate O=C1C(=CC=2C(=NC=CN2)N1CC1=NC=CC=C1C(F)(F)F)C1CCN(CC1)C(=O)OC(C)(C)C